(4-butylphenyl)(3,4-dihydroxyphenyl)methanone C(CCC)C1=CC=C(C=C1)C(=O)C1=CC(=C(C=C1)O)O